Cl.OC1=CC=C(C=C1)C1=C(C2=C(S1)C=C(C=C2)O)C(C2=CC=C(C=C2)OCCN2CCCCC2)=O D-2-(4-hydroxyphenyl)-3-{4-[2-(1-piperidinyl)ethoxy]benzoyl}-6-hydroxybenzo[b]thiophene hydrochloride